ClC=1C=C(C=CC1F)NC1=NC=NC2=CC(=C(C=C12)NC(\C=C\CN1CCN(CC1)CC1=CC(=CC=C1)N1C(NC(CC1)=O)=O)=O)OC (E)-N-(4-((3-chloro-4-fluorophenyl)amino)-7-methoxyquinazolin-6-yl)-4-(4-(3-(2,4-dioxotetrahydropyrimidin-1(2H)-yl)benzyl)piperazin-1-yl)but-2-enamide